O=C1NC(CCC1NC=1C=C(CNC(=O)C2=CC3=C(O2)C(C2=CC=CC=C2C3=O)=O)C=CC1)=O N-(3-((2,6-dioxopiperidin-3-yl)amino)benzyl)-4,9-dioxo-4,9-dihydronaphtho[2,3-b]furan-2-carboxamide